C(CCC)NC1CN(C1)C(=O)C1=C(C(=C(C=C1)F)F)NC1=C(C=C(C=C1)I)F N-butyl-1-({3,4-difluoro-2-[(2-fluoro-4-iodophenyl)amino]phenyl}carbonyl)azetidin-3-amine